P(=O)(OC1=C(C(=CC=C1)F)C1=C(C=C2C(=NC=NC2=C1F)N1CCN(CC1)C(C=C)=O)Cl)(O)O (S)-2-(4-(4-acryloylpiperazin-1-yl)-6-chloro-8-fluoroquinazolin-7-yl)-3-fluorophenyl dihydrogen phosphate